NC=1C(=C(C(=CC1)F)C(=O)C1=NNC2=NC=C(C=C21)Br)F (3-amino-2,6-difluorophenyl)-(5-bromo-1H-pyrazolo[3,4-b]pyridin-3-yl)methanone